C(CCCCCCC\C=C/C\C=C/CCCCC)(=O)OCC(COC(CCCCC(OCCCCCCC(C(F)(F)F)(F)F)OCCCCCCC(C(F)(F)F)(F)F)=O)COC(=O)OCC1CN(CCC1)CC 3-((6,6-bis((7,7,8,8,8-pentafluorooctyl)oxy)hexanoyl)oxy)-2-(((((1-ethylpiperidin-3-yl)methoxy)carbonyl)oxy)methyl)propyl (9Z,12Z)-octadeca-9,12-dienoate